1-(bromomethyl)-3-fluorobicyclo[1.1.1]Pentane BrCC12CC(C1)(C2)F